Butoxycalcium C(CCC)O[Ca]